C1(=CC=CC=C1)[C@H](C)OC(=O)C1CC2(CC(C2)NC(=O)C=2C=NN3C2C(=CC=C3)CC=3N=CC2=CC=CC=C2C3)C1 (S)-2-[[4-(3-isoquinolylmethyl)pyrazolo[1,5-a]pyridine-3-carbonyl]amino]spiro[3.3]heptane-6-carboxylic acid 1-phenylethyl ester